N-(3-(3,5-dimethylisoxazol-4-yl)-4-(2-(methyl(propyl)amino)ethoxy)phenyl)cyclopropanecarboxamide CC1=NOC(=C1C=1C=C(C=CC1OCCN(CCC)C)NC(=O)C1CC1)C